N-(4-(1-(4-cyanobenzoyl)-1,2,3,6-tetrahydropyridin-4-yl)-1H-pyrrolo[2,3-b]pyridin-6-yl)cyclopropylcarboxamide C(#N)C1=CC=C(C(=O)N2CCC(=CC2)C2=C3C(=NC(=C2)NC(=O)C2CC2)NC=C3)C=C1